7-(4-(tert-butyl)-2-fluoropyridin-3-yl)-2-(2-chlorophenyl)-5,7-diazaspiro[3.4]octane-6,8-dione C(C)(C)(C)C1=C(C(=NC=C1)F)N1C(NC2(CC(C2)C2=C(C=CC=C2)Cl)C1=O)=O